BrC=1C=C2C=C(C=NC2=CC1)OCC1=CC=C(C=C1)OC 6-Bromo-3-((4-methoxybenzyl)oxy)quinoline